5-chloro-2-{5-fluoro-7-[(1s,3s)-3-hydroxy-3-methylcyclobutyl]-7H-pyrrolo[2,3-c]pyridazin-3-yl}-3-methylphenol ClC=1C=C(C(=C(C1)O)C1=CC2=C(N=N1)N(C=C2F)C2CC(C2)(C)O)C